gallium-iridium [Ir].[Ga]